4,5-dimethoxy-2-nitrobenzyl ((5-methyl-2-oxo-1,3-dioxan-5-yl)methyl)-carbamate CC1(COC(OC1)=O)CNC(OCC1=C(C=C(C(=C1)OC)OC)[N+](=O)[O-])=O